5-fluoro-2-((trans-4-((4-(trifluoromethyl)benzyl)oxy)pyrrolidin-3-yl)thio)pyrimidine FC=1C=NC(=NC1)S[C@@H]1CNC[C@H]1OCC1=CC=C(C=C1)C(F)(F)F